3-(2-chloro-5-methylpyridin-4-yl)-6-hydroxy-2-methylpyridin-4(3H)-one ClC1=NC=C(C(=C1)C1C(=NC(=CC1=O)O)C)C